C[C@H]1C[C@@]2(CCN1C(=O)OC(C)(C)C)OCC1(C3=C2SC(=C3)C(F)(F)F)SCCCS1 Tert-butyl (6''S,7'R)-6''-methyl-2'-(trifluoromethyl)-5'H-dispiro[1,3-dithiane-2,4'-thieno[2,3-c]pyran-7',4''-piperidine]-1''-carboxylate